(1S,3S)-3-((6-(4-((((cyclobutyl-methyl)(methyl)carbamoyl)oxy)methyl)-3-methylisoxazol-5-yl)-2-methylpyridin-3-yl)oxy)cyclohexane-1-carboxylic acid C1(CCC1)CN(C(=O)OCC=1C(=NOC1C1=CC=C(C(=N1)C)O[C@@H]1C[C@H](CCC1)C(=O)O)C)C